Cl.FC1=CC=NC=C1 4-fluoropyridine hydrochloride